O[C@H]1[C@@H](CCC=2C=C(C=NC12)C#N)[C@H]1N2C(C3=CC=CC=C13)=CN=C2 (7S,8S)-8-hydroxy-7-((R)-5H-imidazo[5,1-a]isoindol-5-yl)-5,6,7,8-tetrahydroquinoline-3-carbonitrile